C(C)OC(=C)C=1C2=C(C=NN1)C=1N(CC2C)N=C(C1)C(F)(F)F 4-(1-ethoxyvinyl)-5-methyl-9-(trifluoromethyl)-5,6-dihydropyrazolo[1',5':1,2]pyrido[3,4-d]pyridazine